N-[2-(2-iodoethoxy)ethyl]carbamate ICCOCCNC([O-])=O